N-[5-chloro-4-(cyanomethoxy)-2-fluorophenyl]-5-phenyl-1H-pyrrole-3-sulfonamide ClC=1C(=CC(=C(C1)NS(=O)(=O)C1=CNC(=C1)C1=CC=CC=C1)F)OCC#N